C(C1=CC=CC=C1)=C1CNC(CN1)=C([2H])C=1N=CNC1C(C)(C)C 3-benzylidene-6-[(5-tertiary butyl-1H-imidazol-4-yl)deutero-methylene]piperazine